N1=C2N(C=C1)C1(CC2)CNC1 6',7'-dihydrospiro[azetidine-3,5'-pyrrolo[1,2-a]imidazole]